ClC=1N(C2=C(C(=CC=C2C1SC=1C=C(C(=O)O)C=CC1)Cl)F)C=1C=NN(C1)C(C)C 3-((2,6-dichloro-7-fluoro-1-(1-isopropyl-1H-pyrazol-4-yl)-1H-indol-3-yl)thio)benzoic acid